6-(4-hydroxy-3-methoxyphenoxy)benzo[d]thiazole-2-carbonitrile OC1=C(C=C(OC2=CC3=C(N=C(S3)C#N)C=C2)C=C1)OC